methylpropan-2-yn-1-ylcarbamate COC(NCC#C)=O